(2-chloro-7-cyclopentyl-7H-pyrrolo[2,3-d]pyrimidin-6-yl)(4-ethylpiperazin-1-yl)methanone ClC=1N=CC2=C(N1)N(C(=C2)C(=O)N2CCN(CC2)CC)C2CCCC2